FC1C(C1)C(=O)NC=1N=CC2=CC(=NC=C2C1)C=1C=NC(=CC1C)[C@H](CC)O 2-fluoro-N-(7-(6-((S)-1-hydroxypropyl)-4-methylpyridin-3-yl)-2,6-naphthyridin-3-yl)cyclopropane-1-carboxamide